COC(=O)[C@@H]1CC[C@H](CC1)OC1=CC=CC=C1 Trans-4-phenoxy-cyclohexanecarboxylic acid methyl ester